ClC1=CC2=C(S1)[C@]1(C[C@H](N([C@H](C1)C1=CC=CC=C1)C(C(F)(F)F)=O)C=1N=NN(C1)C)OCC2 1-[(2'S,6'R,7S)-2-chloro-2'-(1-methyltriazol-4-yl)-6'-phenyl-spiro[4,5-dihydrothieno[2,3-c]pyran-7,4'-piperidine]-1'-yl]-2,2,2-trifluoro-ethanone